FC(C(C(C=CC(C(C(F)(F)F)(F)F)(F)F)(F)F)(F)F)(F)F 1,1,1,2,2,3,3,6,6,7,7,8,8,8-tetradecafluoro-4-octene